FC1=C(C(=C2C=CNC2=C1F)S(=O)C)OC=1C=CC(=C(C1)C=1NC=C(N1)[C@]1(CCOC2=C(C=CC=C12)CC(C(=O)O)(C)C)C)F 3-[(4S)-4-[2-[5-[(6,7-difluoro-4-methylsulfinyl-1H-indol-5-yl)oxy]-2-fluoro-phenyl]-1H-imidazol-4-yl]-4-methyl-chroman-8-yl]-2,2-dimethyl-propanoic acid